2-methoxybenzothioamide COC1=C(C(N)=S)C=CC=C1